(3-((1H-pyrazol-1-yl)methyl)benzyl)-2-chloroquinoline-3,4-diamine N1(N=CC=C1)CC=1C=C(CC2=C3C(=C(C(=NC3=CC=C2)Cl)N)N)C=CC1